FC=1C=C(C=O)C=CC1OCC1=CC=CC=C1 3-fluoro-4-(phenylmethoxy)-benzaldehyde